(1-(4-cyclobutyl-5-(5-(2-methoxyethyl)-4H-1,2,4-triazol-3-yl)-2-methylbenzoyl)-4-fluoropiperidin-4-yl)benzonitrile C1(CCC1)C1=CC(=C(C(=O)N2CCC(CC2)(F)C2=C(C#N)C=CC=C2)C=C1C1=NN=C(N1)CCOC)C